nonafluorohexyl-trimethyl-silane FC(C(C(F)(F)[Si](C)(C)C)(F)F)(CCC(F)(F)F)F